CC(C)(C)N 2-methylpropan-2-amine